C(CCC)C1CCC(CC1)C1CCC(CC1)CO[C@@H]1CC[C@H](CC1)CCC 4-butyl-4'-[[(trans-4-propylcyclohexyl)oxy]methyl]-1,1'-bicyclohexane